[OH-].OC[PH3+] (hydroxymethyl)-phosphonium hydroxide